C(C)OC=1C(=NC(=NC1)SC)NC1=NNC2=CC(=CC=C12)[C@@H]1C[C@@]12C(NC1=CC=C(C=C21)OC)=O (1R,2S)-2-(3-{[5-ethoxy-2-(methylsulfanyl)pyrimidin-4-yl]amino}-1H-indazol-6-yl)-5'-methoxyspiro[cyclopropane-1,3'-indol]-2'(1'H)-one